6-(cyclopropylmethylene)-3-phenyladamantane-1-carboxylic acid C1(CC1)C=C1C2CC3(CC(CC1C3)(C2)C(=O)O)C2=CC=CC=C2